(((4-(2-(4-fluorophenyl)acetamido)benzyloxy)carbonyl)(methyl)amino)-3-(pyridin-3-yl)propanoic acid FC1=CC=C(C=C1)CC(=O)NC1=CC=C(COC(=O)N(C)C(C(=O)O)CC=2C=NC=CC2)C=C1